2-(2-Chloro-4-iodophenylamino)-N-cyclopropylmethoxy-3,4-difluorobenzamide ClC1=C(C=CC(=C1)I)NC1=C(C(=O)NOCC2CC2)C=CC(=C1F)F